C=C\C=C/C#CCCCCC (Z)-1,3-Undecadien-5-yne